2-((8-((3-(4,4-difluoropiperidin-1-yl)-5-methylphenyl)amino)-1-(6-azaspiro[2.5]oct-6-yl)-2,7-naphthyridin-3-yl)amino)-2-methylpropan-1-ol FC1(CCN(CC1)C=1C=C(C=C(C1)C)NC=1N=CC=C2C=C(N=C(C12)N1CCC2(CC2)CC1)NC(CO)(C)C)F